ClC1=C(C=CC(=C1)F)C1=CC(OC2=CC(=CC=C12)O[C@@H](C(=O)N1C[C@H](CC1)C(=O)O)C)=O (3S)-1-[(2R)-2-[4-(2-chloro-4-fluoro-phenyl)-2-oxo-chromen-7-yl]oxypropionyl]pyrrolidine-3-carboxylic acid